2-isopropyl-N-(tetrahydro-2H-pyran-4-yl)-1H-pyrrolo[3,2-c]pyridin-6-amine C(C)(C)C1=CC=2C=NC(=CC2N1)NC1CCOCC1